2-fluoro-3-sulfo-benzoic acid FC1=C(C(=O)O)C=CC=C1S(=O)(=O)O